1-(tert-butyl) 2-ethyl 2,3-dihydro-1H-pyrrolo[2,3-c]pyridine-1,2-dicarboxylate N1(C(CC=2C1=CN=CC2)C(=O)OCC)C(=O)OC(C)(C)C